2-(4-tert-butyl-5-chloro-2-methyl-phenyl)-5-(3,5-dimethylpyrazol-1-yl)-1H-1,6-naphthyridin-4-one C(C)(C)(C)C1=CC(=C(C=C1Cl)C=1NC2=CC=NC(=C2C(C1)=O)N1N=C(C=C1C)C)C